Benzyl (5-bromo-6-methoxypyridin-2-yl)(methyl)carbamate BrC=1C=CC(=NC1OC)N(C(OCC1=CC=CC=C1)=O)C